4-(2-(4-chloro-2-fluorophenyl)-2-methylbenzo[d][1,3]dioxol-4-yl)-3,6-dihydropyridine-1(2H)-carboxylic acid tert-butyl ester C(C)(C)(C)OC(=O)N1CCC(=CC1)C1=CC=CC=2OC(OC21)(C)C2=C(C=C(C=C2)Cl)F